N-(4-((4-Cyclobutylpiperidin-1-yl)sulfonyl)phenyl)-5-formyl-2-(N-methylmethylsulfonamido)benzamide C1(CCC1)C1CCN(CC1)S(=O)(=O)C1=CC=C(C=C1)NC(C1=C(C=CC(=C1)C=O)N(S(=O)(=O)C)C)=O